C(C1=CC=CC=C1)NC(N(C1=NC=C(C=C1)C=1C=NN(C1)C)[C@@H]1CC[C@H](CC1)NC1=NC=C(C(=N1)NCC(CO)O)C#N)=O 3-benzyl-1-(trans-4-((5-cyano-4-((2,3-dihydroxypropyl)-amino)pyrimidin-2-yl)amino)cyclohexyl)-1-(5-(1-methyl-1H-pyrazol-4-yl)pyridin-2-yl)urea